C(C1CO1)N(CC1CO1)C=1C=C(C=CC1N(CC1CO1)CC1CO1)C1=CC(=C(C=C1)N(CC1CO1)CC1CO1)N(CC1CO1)CC1CO1 3,4,3',4'-tetrakis(N,N-diglycidylamino)biphenyl